6-chloro-N-ethyl-3-iodo-1-((2-(trimethylsilyl)ethoxy)methyl)-1H-pyrrolo[2,3-b]pyridin-4-amine ClC=1C=C(C2=C(N1)N(C=C2I)COCC[Si](C)(C)C)NCC